COC=1C2=C(N=C(N1)NC1CC(C1)(O)C)NC=C2C=2C=C1N=CC=NC1=CC2 (1s,3s)-3-((4-methoxy-5-(quinoxalin-6-yl)-7H-pyrrolo[2,3-d]pyrimidin-2-yl)amino)-1-methylcyclobutan-1-ol